3,6-difluoro-5-(3-methoxypropyl)pyridin-2-ylamine FC=1C(=NC(=C(C1)CCCOC)F)N